F[P-](F)(F)(F)(F)F.[NH2+]1N=[N+](C2=NC=CC=C21)[O-] 1H-[1,2,3]triazolo[4,5-b]pyridine-1-ium 3-oxide hexafluorophosphate